(rac)-1-(4-bromo-1,5-dimethyl-1H-pyrazol-3-yl)propane-1,3-diol BrC=1C(=NN(C1C)C)[C@@H](CCO)O |r|